ClC1=C(C(=C(C=C1)C1=NC(=NC2=NC(=C(N=C12)C)C)[C@H]1C[C@H](OCC1)C1=CC(=NC=C1)C)F)F 4-(4-chloro-2,3-difluorophenyl)-6,7-dimethyl-2-((2S,4R)-2-(2-methylpyridin-4-yl)tetrahydro-2H-pyran-4-yl)pteridine